ClC=1C=C2C(C(=CN(C2=CC1N1[C@H](CCC1)COC1=NC=CC=C1Cl)C=1C=NC(=CC1)N1CCCCC1)C(=O)O)=O (R)-6-chloro-7-(2-(((3-chloropyridin-2-yl)oxy)methyl)pyrrolidin-1-yl)-4-oxo-1-(6-(piperidin-1-yl)pyridin-3-yl)-1,4-dihydroquinoline-3-carboxylic acid